1-((4-((4-(2-(2,6-Dioxopiperidin-3-yl)-1-oxoisoindolin-5-yl)piperidin-1-yl)methyl)phenoxy)methyl)cyclopropane-1-carbonitrile O=C1NC(CCC1N1C(C2=CC=C(C=C2C1)C1CCN(CC1)CC1=CC=C(OCC2(CC2)C#N)C=C1)=O)=O